ClC1=NC=C(C(=N1)C1=CN(C2=C(C=CC=C12)C)C)OC 3-(2-chloro-5-methoxypyrimidin-4-yl)-1,7-dimethyl-1H-indole